S(=O)(=O)(ON1[C@@H]2CC[C@H](N(C1=O)C2)C(NCCOC)=N)O (2S,5R)-2-(N-(2-Methoxyethyl) carbamimidoyl)-7-oxo-1,6-diazabicyclo[3.2.1]octan-6-yl hydrogen sulfate